COC=1C=C2C3(C(NC2=CC1)=O)C(C3)C3=CC=C1C(=NNC1=C3)NC=3C(=NN(C3)C)C(F)(F)F 5'-methoxy-2-(3-{[1-methyl-3-(trifluoromethyl)-1H-pyrazol-4-yl]amino}-1H-indazol-6-yl)spiro[cyclopropane-1,3'-indol]-2'(1'H)-one